C(C)OC(C(C1=C2N(C=N1)CCC2)N2N=C1C=C(C=C(C1=C2)F)Br)=O 2-(6-bromo-4-fluoro-indazol-2-yl)-2-(6,7-dihydro-5H-pyrrolo[1,2-c]imidazol-1-yl)acetic acid ethyl ester